(R)-5-((1-hydroxy-2-methylpropan-2-yl)amino)-N-(6-(2-methylmorpholino)pyridin-2-yl)-3-(6-azaspiro[2.5]octan-6-yl)pyrazine-2-carboxamide OCC(C)(C)NC=1N=C(C(=NC1)C(=O)NC1=NC(=CC=C1)N1C[C@H](OCC1)C)N1CCC2(CC2)CC1